(((6-azidohexyl)oxy)methyl)benzene N(=[N+]=[N-])CCCCCCOCC1=CC=CC=C1